B([O-])([O-])[O-].F[NH+](F)F.F[NH+](F)F.F[NH+](F)F (trifluoro)ammonium borate